1-(1H-Benzo[d]imidazol-5-yl)-5-(2-fluoro-5-(trifluoromethyl)phenyl)imidazolidin-2-on N1C=NC2=C1C=CC(=C2)N2C(NCC2C2=C(C=CC(=C2)C(F)(F)F)F)=O